FC1=C(C(=CC(=C1)F)OC)C1=NC=CC(=N1)NC1=NC=C(C(=C1)N1C[C@H](CCC1)O)C=1C=NN(C1)C(F)F (S)-1-(2-((2-(2,4-difluoro-6-methoxyphenyl)pyrimidin-4-yl)amino)-5-(1-(difluoromethyl)-1H-pyrazol-4-yl)pyridin-4-yl)piperidin-3-ol